benzyl-trimethyl-ammonium n-decanoate C(CCCCCCCCC)(=O)[O-].C(C1=CC=CC=C1)[N+](C)(C)C